1-[4-[6-[5-[[6-(1,1-difluoroethyl)pyrazin-2-yl]amino]-1-methyl-pyrazol-4-yl]-3-pyridinyl]phenyl]cyclopropanecarboxylic acid FC(C)(F)C1=CN=CC(=N1)NC1=C(C=NN1C)C1=CC=C(C=N1)C1=CC=C(C=C1)C1(CC1)C(=O)O